ClC=1C(=C2C=NNC2=C(C1F)C(C(F)F)C)C=1N=CC=2N(C1)C=C(N2)NC(=O)[C@H]2[C@H](C2)F (1S,2S)-N-(6-(5-chloro-7-(1,1-difluoropropan-2-yl)-6-fluoro-1H-indazol-4-yl)imidazo[1,2-a]pyrazin-2-yl)-2-fluorocyclopropane-1-carboxamide